chromium-nickel-gold [Au].[Ni].[Cr]